CC1=C(C=CC=C1)C1=CC=CC=C1 2-methyl-1,1'-biphenyl